N,N-diethyl-methylamine C(C)N(CC)C